NC1=NC=NN2C1=C(C=C2C2CCN(CC2)C(C(C)C)=O)C2=CC=C(C=C2)NC(=O)C=2C(N(C(=C(C2)Br)C)C2=NC=CC=C2)=O N-(4-(4-amino-7-(1-isobutyrylpiperidin-4-yl)pyrrolo[2,1-f][1,2,4]triazin-5-yl)phenyl)-5-bromo-6-methyl-2-oxo-2H-[1,2'-bipyridyl]-3-carboxamide